1-(2,6-dioxopiperidin-3-yl)-1H-indole O=C1NC(CCC1N1C=CC2=CC=CC=C12)=O